2-fluoro-2',4-dimethoxybenzophenone FC1=C(C(=O)C2=C(C=CC=C2)OC)C=CC(=C1)OC